FC=1C=C(C=C(C1)F)CC=1C=C2C(=NNC2=CC1)NC(C1=C(C=C(C=C1)N1CCN(CC1)CC(=O)N1CCC(CC1)C1=CC=C(C=C1)NC1C(NC(CC1)=O)=O)NC1CCOCC1)=O N-[5-[(3,5-difluorophenyl)methyl]-1H-indazol-3-yl]-4-[4-[2-[4-[4-[(2,6-dioxo-3-piperidyl)amino]phenyl]-1-piperidyl]-2-oxo-ethyl]piperazin-1-yl]-2-(tetrahydropyran-4-ylamino)benzamide